ClC1=CC=C(C=C1)C1C(=C(OC(=C1)C1=CC(=C(C(=C1)OC)OC)OC)C1SCCCS1)C1=CC=CC=C1 4-(4-chlorophenyl)-2-(1,3-dithian-2-yl)-3-phenyl-6-(3,4,5-trimethoxyphenyl)-4H-pyran